[NH4+].[N+3] nitrogen ammonium salt